O=C1C(NCCN1)=O Exo-Diketopiperazine